CC=1NC(=C(C(C1C(=O)OC)C1=C(C=CC=C1)C)C(=O)OC)C Dimethyl 2,6-dimethyl-4-(2-methylphenyl)-1,4-dihydropyridine-3,5-dicarboxylate